FC([C@@H](C)OC(=O)NC1=C(N=NN1C)C1=CC=C(C(=N1)C)C#CC1=C(C(=O)O)C=CC=N1)(CC)F (R)-2-((6-(5-((((3,3-difluoropentan-2-yl)oxy)carbonyl)amino)-1-methyl-1H-1,2,3-triazol-4-yl)-2-methylpyridin-3-yl)ethynyl)nicotinic acid